FC=1C=C(C=NC1)NC(=O)C=1C=C2C(=NC1)NC=C2C=2C=C1CCNC(C1=CC2)=O N-(5-fluoropyridin-3-yl)-3-(1-oxo-1,2,3,4-tetrahydroisoquinolin-6-yl)-1H-pyrrolo[2,3-b]pyridine-5-carboxamide